C(C)(C)C1=NOC(=N1)N1CCC(CC1)C(C)OC=1SC2=NC(=CC=C2N1)C=1C=NSC1 3-isopropyl-5-(4-(1-((5-(isothiazol-4-yl)thiazolo[5,4-b]pyridin-2-yl)oxy)ethyl)piperidin-1-yl)-1,2,4-oxadiazole